5-(3-(6-((3-(2-(2,6-Dioxopiperidin-3-yl)-1-oxoisoindolin-4-yl)prop-2-yn-1-yl)carbamoyl)pyridin-3-yl)isoquinolin-8-yl)-7-isopropyl-N-methyl-1H-indole-3-carboxamide O=C1NC(CCC1N1C(C2=CC=CC(=C2C1)C#CCNC(=O)C1=CC=C(C=N1)C=1N=CC2=C(C=CC=C2C1)C=1C=C2C(=CNC2=C(C1)C(C)C)C(=O)NC)=O)=O